5-chloro-1'-[2-((2-[1-(hydroxymethyl)cyclopropyl]pyrimidin-5-yl)oxy)ethyl]-1,2-dihydrospiro[indole-3,4'-piperidin]-2-one ClC=1C=C2C(=CC1)NC(C21CCN(CC1)CCOC=1C=NC(=NC1)C1(CC1)CO)=O